C(C)(C)(C)OC(N[C@H]1CNCCOC1)=O.C(#N)C1=CC=C(C=C1)C=1C(=NN(C1O)C1=NC=C(C(=O)NS(=O)(=O)C)C=C1)C 6-(4-(4-cyanophenyl)-5-hydroxy-3-methyl-1H-pyrazol-1-yl)-N-(methylsulfonyl)nicotinamide tert-butyl-N-[(6S)-1,4-oxazepan-6-yl]carbamate